C(C1=CC=CC=C1)N1CCC(CC1)CCNC(=O)C1CCN(CC1)C1=CC(=C(C=C1)OC)F N-[2-(1-benzylpiperidin-4-yl)ethyl]-1-(3-fluoro-4-methoxyphenyl)piperidine-4-carboxamide